FC(F)(F)C=1C(=C(C=CC1[N+](=O)[O-])C1=CC=C(C=C1)[N+](=O)[O-])C(F)(F)F bis(trifluoromethyl)-4,4'-dinitrobiphenyl